(S)-4-((3-fluoropyridin-2-yl)thio)-6-(5-methyl-1-(1-(methylsulfonyl)piperidin-3-yl)-1H-pyrazol-4-yl)pyrazolo[1,5-a]pyridine-3-carbonitrile FC=1C(=NC=CC1)SC=1C=2N(C=C(C1)C=1C=NN(C1C)[C@@H]1CN(CCC1)S(=O)(=O)C)N=CC2C#N